ClC=1C=C(C=CC1F)NC1=NC(NN=C1C)=S 5-((3-chloro-4-fluorophenyl)amino)-6-methyl-1,2,4-triazine-3(2H)-thione